(R)-1-amino-1-(4-(bicyclo[2.2.2]octan-1-ylmethoxy)phenyl)-2-methylpropan-2-ol N[C@@H](C(C)(O)C)C1=CC=C(C=C1)OCC12CCC(CC1)CC2